(P)-3-chloro-4-((4-fluoropyridin-3-yl)methoxy)-2'-(2-(2-hydroxypropan-2-yl)pyrimidin-4-yl)-5',6-dimethyl-2H-[1,4'-bipyridin]-2-one ClC=1C(N(C(=CC1OCC=1C=NC=CC1F)C)C1=CC(=NC=C1C)C1=NC(=NC=C1)C(C)(C)O)=O